NC=1C=C(C=CC1)[C@@H](CCC1=CC(=C(C=C1)OC)OC)N1[C@@H](CCCC1)C(=O)O (1R)-1-(3-aminophenyl)-3-(3,4-dimethoxyphenyl)propyl-(2s)-2-piperidinecarboxylic acid